2-tert-butyldimethylsiloxycarbonyl-5-methyldiethoxysilylnorbornane O([Si](C)(C)C(C)(C)C)C(=O)C1C2CC(C(C1)C2)[Si](OCC)(OCC)C